heptadeca-10-enoate C(CCCCCCCCC=CCCCCCC)(=O)[O-]